tert-butyl 6-(4-chloro-2-fluorobenzyl)-3,4-dihydrobenzo[4,5]imidazo[1,2-a]pyrazine-2(1H)-carboxylate ClC1=CC(=C(CC2=CC=CC=3N=C4N(CCN(C4)C(=O)OC(C)(C)C)C32)C=C1)F